CC(C=O)CC1=CC=NC=C1 2-methyl-3-(pyridin-4-yl)propionaldehyde